(1S,3S)-3-((6-(5-chloro-3-((4-(cyclopropylmethyl)-1H-1,2,3-triazol-1-yl)methyl)thiophen-2-yl)-2-methylpyridin-3-yl)oxy)cyclohexane-1-carboxylic acid methyl ester COC(=O)[C@@H]1C[C@H](CCC1)OC=1C(=NC(=CC1)C=1SC(=CC1CN1N=NC(=C1)CC1CC1)Cl)C